The molecule is a pentasaccharide composed of four (1->5)-linked beta-D-galactofuranose units, which are joined (1->6)-linkage to a D-mannopyranose at the reducing end. It has a role as a carbohydrate allergen. C([C@@H]1[C@H]([C@@H]([C@@H](C(O1)O)O)O)O)O[C@H]2[C@@H]([C@H]([C@@H](O2)[C@@H](CO)O[C@H]3[C@@H]([C@H]([C@@H](O3)[C@@H](CO)O[C@H]4[C@@H]([C@H]([C@@H](O4)[C@@H](CO)O[C@H]5[C@@H]([C@H]([C@@H](O5)[C@@H](CO)O)O)O)O)O)O)O)O)O